2-amino-1-(1-trityl-1H-imidazol-4-yl)ethan-1-ol NCC(O)C=1N=CN(C1)C(C1=CC=CC=C1)(C1=CC=CC=C1)C1=CC=CC=C1